N-dodecyl-N,N-dimethyl-N-benzyl-ammonium bromide [Br-].C(CCCCCCCCCCC)[N+](CC1=CC=CC=C1)(C)C